6-((6-isopropoxy-5-methylpyridin-2-yl)methyl)-2-azaspiro[3.3]Heptane C(C)(C)OC1=C(C=CC(=N1)CC1CC2(CNC2)C1)C